C(C)(C)(C)OC(=O)N1C(CCCC1)=CC(=O)OCC (2-ethoxy-2-oxoethylidene)piperidine-1-carboxylic acid tert-butyl ester